BrC=1C=CC(=NC1)NC(\C=C\CN1CCOCC1)=O (E)-N-(5-bromopyridin-2-yl)-4-morpholinobut-2-enamide